(S)-7-(((2-methoxypropyl)amino)methyl)-9-(trifluoromethyl)-4H-pyrido[1,2-a]pyrimidin-4-one CO[C@H](CNCC=1C=C(C=2N(C(C=CN2)=O)C1)C(F)(F)F)C